O[C@@H](C(=O)N1CC2=C(N=C(NC2=O)C2(CC2)C2=CC=CC=C2)CC1)C1=CC(=CC=C1)C=1C=NC2=CC=CC=C2C1 (R)-6-(2-hydroxy-2-(3-(quinolin-3-yl)phenyl)acetyl)-2-(1-phenylcyclopropyl)-5,6,7,8-tetrahydropyrido[4,3-d]pyrimidin-4(3H)-one